C(#N)C1=CC(=C(CCNC(O)=O)C=C1OC)OC (4-cyano-2,5-dimethoxyphenethyl)carbamic acid